FC(C=1C=C(C=CC1)C=N[C@@H](CCCN\C(\N)=N\[H])C(=O)O)(F)F (E)-N2-{[3-(trifluoromethyl)phenyl]methylidene}-L-arginine